O1CCNCC2=C1C=CN=C2 Pyrido[3,4-f][1,4]Oxazepan